N-(5-cyano-4-((2-methoxyethyl)amino)pyridin-2-yl)-5-formyl-1H-pyrrolo[3,2-b]pyridine-3-Formamide C(#N)C=1C(=CC(=NC1)NC(=O)C1=CNC=2C1=NC(=CC2)C=O)NCCOC